C(#N)C1=C2CC(CC2=C(C=C1OCC(=O)NC)C)C=O 2-[(4-cyano-2-formyl-7-methyl-2,3-dihydro-1H-inden-5-yl)oxy]-N-methylacetamide